2,5-bis(4-aminophenyl)-1,3,4-oxadiazole NC1=CC=C(C=C1)C=1OC(=NN1)C1=CC=C(C=C1)N